tert-butyl 7-(8-((3-chloro-2-fluoro-4-hydroxyphenyl)amino)pyrimido[5,4-d]pyrimidin-2-yl)-4,7-diazaspiro[2.5]octane-4-carboxylate ClC=1C(=C(C=CC1O)NC1=NC=NC2=C1N=C(N=C2)N2CCN(C1(CC1)C2)C(=O)OC(C)(C)C)F